(((4-(N-(5-chloroisoxazol-3-yl) sulfamoyl) phenyl) amino) (phenyl) methyl) malonate C(CC(=O)[O-])(=O)OC(C1=CC=CC=C1)NC1=CC=C(C=C1)S(NC1=NOC(=C1)Cl)(=O)=O